FC1=C(C=C(C=C1)F)[C@H]1CC[C@H](CC1)OC[C@@H]1NCCC[C@@H]1NS(=O)(=O)C N-((2R,3S)-2-(((cis-4-(2,5-difluorophenyl)cyclohexyl)oxy)methyl)piperidin-3-yl)methanesulfonamide